pyridoimidazole-2-On N=1C(N=C2C1C=CC=N2)=O